tris(o-methylphenyl)phosphorus oxide CC1=C(C=CC=C1)P(C1=C(C=CC=C1)C)(C1=C(C=CC=C1)C)=O